(2S)-N-{4-[5-Fluoro-3-(5-fluoropyridin-2-yl)-1H-pyrrolo[3,2-b]pyridin-2-yl]pyridin-2-yl}-2-(4-fluorophenyl)propanamid FC1=CC=C2C(=N1)C(=C(N2)C2=CC(=NC=C2)NC([C@@H](C)C2=CC=C(C=C2)F)=O)C2=NC=C(C=C2)F